ClC=1C(=C(C(=C(C1)C(CO)C)OC(C)C)C=1C=NC(=CC1)Cl)F 2-(5-chloro-3-(6-chloropyridin-3-yl)-4-fluoro-2-isopropoxyphenyl)propan-1-ol